9-isopropoxycarbonyltetracyclo[6.2.1.13,6.02,7]Dodec-4-ene C(C)(C)OC(=O)C1C2C3C4C=CC(C3C(C1)C2)C4